2-(3-fluorophenyl)-9-(1-((2-(3-hydroxyisoxazol-5-yl)phenyl)amino)ethyl)-3,7-dimethyl-4H-pyrido[1,2-a]pyrimidin-4-one FC=1C=C(C=CC1)C=1N=C2N(C(C1C)=O)C=C(C=C2C(C)NC2=C(C=CC=C2)C2=CC(=NO2)O)C